di(tert-octyl) peroxide C(C)(C)(CC(C)(C)C)OOC(C)(C)CC(C)(C)C